(5-(azetidin-1-yl)-6-methylpyrazin-2-yl)methanol N1(CCC1)C=1N=CC(=NC1C)CO